1,1-bis(4-cyanatophenyl)isobutane O(C#N)C1=CC=C(C=C1)C(C(C)C)C1=CC=C(C=C1)OC#N